N-[6-(5-chloro-1,3-benzoxazol-2-yl)spiro[3.3]heptane-2-yl]-2-(methylamino)pyridine-4-carboxamide ClC=1C=CC2=C(N=C(O2)C2CC3(CC(C3)NC(=O)C3=CC(=NC=C3)NC)C2)C1